N1(CCNCC1)CC1CCC2(CCN(CC2)C(=O)OC(C)(C)C)CC1 tert-butyl 9-(piperazin-1-ylmethyl)-3-azaspiro[5.5]undecane-3-carboxylate